5-Chloro-1-(o-tolyl)-7-(trifluoromethyl)quinazoline-2,4(1H,3H)-dione ClC1=C2C(NC(N(C2=CC(=C1)C(F)(F)F)C1=C(C=CC=C1)C)=O)=O